C(C)C1=C(C(=O)P(CC(C)C)(C(C2=C(C=CC=C2CC)CC)=O)=O)C(=CC=C1)CC bis(2,6-diethylbenzoyl)(2-methylpropan-1-yl)phosphine oxide